C(C1=CC=CC=C1)NC1=NC(=NN2C1=CC=C2)N2C(=CC1=C(C=CC=C21)CNC(=O)C2CN(C2)C)C N-((1-(4-(benzylamino)pyrrolo[2,1-f][1,2,4]triazin-2-yl)-2-methyl-1H-indol-4-yl)methyl)-1-methylazetidine-3-carboxamide